germanium-lithium [Li].[Ge]